C(CCC)C1=NC=2C(=C(N=NC2N)NCC2=CC=C(C=C2)CN2CCN(CC2)C)N1C 2-butyl-1-methyl-N7-(4-((4-methylpiperazin-1-yl)methyl)benzyl)-1H-imidazo[4,5-d]pyridazine-4,7-diamine